CN1N=C2C(C3(N(C4=C(C=CC=C24)N)C)COC3)=N1 2',5'-dimethyl-2',5'-dihydrospiro[oxetane-3,4'-[1,2,3]triazolo[4,5-c]quinolin]-6'-amine